2,2-dimethylglutaric isocyanate CC(C(=O)N=C=O)(CCC(=O)N=C=O)C